ClC1=C(C=C2CC(C(C2=C1Cl)=O)C1CCCC1)OCCCC(=O)O 4-((6,7-dichloro-2-cyclopentyl-1-oxo-2,3-dihydro-1H-inden-5-yl)oxy)butanoic acid